Methyl-16-[[(2R,5R)-3-[tert-butyl(dimethyl)silyl]oxy-5-(2,4-dioxopyrimidin-1-yl)-4-methoxy-tetrahydrofuran-2-yl]methoxy-hexadecyl-amino]hexadecanoate COC(CCCCCCCCCCCCCCCN(CCCCCCCCCCCCCCCC)OC[C@H]1O[C@H](C(C1O[Si](C)(C)C(C)(C)C)OC)N1C(NC(C=C1)=O)=O)=O